C12CC(CC(CC1)N2)OC2=CC=C1C=CC(OC1=C2)=O exo-7-(8-aza-bicyclo[3.2.1]oct-3-yloxy)-chromen-2-one